CNC(N[C@@H](C(=O)N[C@@H](CCCC1=CC=CC=C1)B1O[C@@]2([C@H](O1)C[C@H]1C([C@@H]2C1)(C)C)C)CC(=O)N1CCOCC1)=O (R)-2-(3-methylureido)-4-morpholino-4-oxo-N-((R)-4-phenyl-1-((3aS,4S,6S,7aR)-3a,5,5-trimethylhexahydro-4,6-methanobenzo[d][1,3,2]dioxaborol-2-yl)butyl)butanamide